OCCN(C(OCCCC)=O)C butyl N-(2-hydroxyethyl)-N-methyl-carbamate